ClC=1C(=NC(=CC1C#N)C1=C(C=C(C=C1)C(F)(F)F)Cl)C(=O)OC Methyl 3-chloro-6-(2-chloro-4-(trifluoromethyl) phenyl)-4-cyanopicolinate